O=C1N(C(C2=CC=CC=C12)=O)CCCCC[C@@H]1CN(CCO1)C(=O)OC(C)(C)C tert-butyl (2R)-2-[5-(1,3-dioxoisoindolin-2-yl)pentyl]morpholine-4-carboxylate